thieno[2,3-b:5,4-c']Dipyridin-8-amine N1=C2C(=CC=C1)C=1C(=C(N=CC1)N)S2